C(C1=CC=CC=C1)N1CC=2NC=3C=CC(=CC3C2C1)C(=O)OC methyl 2-benzyl-1H,2H,3H,4H-pyrrolo[3,4-b]indole-7-carboxylate